(5-methyl-1,3,4-thiadiazol-2-yl)propan-1-one CC1=NN=C(S1)C(CC)=O